BrC=1SC2=C(N1)C(=CC(=C2)C(=O)OC)C methyl 2-bromo-4-methyl-1,3-benzothiazole-6-carboxylate